tert-butyl ((1r,3r)-3-(4-(difluoromethoxy)phenoxy)cyclobutyl)carbamate FC(OC1=CC=C(OC2CC(C2)NC(OC(C)(C)C)=O)C=C1)F